O1C(=CC=C1)CSC1=CC=CC(=N1)N1C=NN(CC1)CC1=NC2=C(N1C[C@H]1OCC1)C=C(C=C2)C(=O)O (S)-2-((4-(6-((furan-2-ylmethyl)thio)pyridin-2-yl)-5,6-dihydro-1,2,4-Triazin-1(4H)-yl)methyl)-1-(oxetan-2-ylmethyl)-1H-benzo[d]imidazole-6-carboxylic acid